COC(C1=C(C=C(C=C1C=C1CCNCC1)OC)OC)=O 2,4-dimethoxy-6-(piperidin-4-ylidenemethyl)benzoic acid methyl ester